6-methyl-3,4-epoxycyclohexanecarboxylic acid 6-methyl-3,4-epoxycyclohexylmethyl ester CC1CC2C(CC1COC(=O)C1CC3C(CC1C)O3)O2